methyl 3-cyclopropyl-5-(2-methoxy-2-oxoethyl)-2-methyl-2,5-dihydro-1,2,4-oxadiazole-5-carboxylate C1(CC1)C=1N(OC(N1)(C(=O)OC)CC(=O)OC)C